(4-(4-(((R)-1-(2-fluoro-3-(trifluoromethyl)phenyl)ethyl)amino)-7-methoxy-2-methylpyrido[2,3-d]pyrimidin-6-yl)piperazin-1-yl)(4-methylmorpholin-2-yl)methanone FC1=C(C=CC=C1C(F)(F)F)[C@@H](C)NC=1C2=C(N=C(N1)C)N=C(C(=C2)N2CCN(CC2)C(=O)C2CN(CCO2)C)OC